8-((3S,5R)-4-acryloyl-3,5-dimethylpiperazin-1-yl)-11-(4-fluorophenyl)-3-(thiophen-2-yl)-10-(trifluoromethyl)-3,4-dihydro-2H,6H-[1,4]thiazepino[2,3,4-ij]quinazolin-6-one C(C=C)(=O)N1[C@H](CN(C[C@H]1C)C1=NC(N2C3=C(C(=C(C=C13)C(F)(F)F)C1=CC=C(C=C1)F)SCC(C2)C=2SC=CC2)=O)C